4-(2-(4,6-dimethylpyrazolo[1,5-a]pyrazin-2-yl)-4-oxo-4H-pyrido[1,2-a]pyrimidin-7-yl)-5,6-dihydropyridine-1(2H)-carboxylate CC=1C=2N(C=C(N1)C)N=C(C2)C=2N=C1N(C(C2)=O)C=C(C=C1)C1=CCN(CC1)C(=O)[O-]